NC(=N)N.C1(=CC=CC=C1)O phenol-guanidine salt